xylitol-d7 C([C@](O)([C@@](O)([C@](O)(C(O)([2H])[2H])[2H])[2H])[2H])(O)([2H])[2H]